(2-fluoro-5-hydroxyphenyl)(6-(3-(2-fluorophenyl)-4-(trifluoromethyl)-1H-pyrazol-1-yl)-2-azaspiro[3.3]heptan-2-yl)methanone FC1=C(C=C(C=C1)O)C(=O)N1CC2(C1)CC(C2)N2N=C(C(=C2)C(F)(F)F)C2=C(C=CC=C2)F